tributyl({[4-(trifluoromethyl)phenyl]methoxy}methyl)stannane C(CCC)[Sn](COCC1=CC=C(C=C1)C(F)(F)F)(CCCC)CCCC